butyl (S)-4-(4-((((9H-fluoren-9-yl)methoxy)carbonyl)amino)-5-(tert-butoxy)-5-oxopentanoyl)piperazine-1-carboxylate C1=CC=CC=2C3=CC=CC=C3C(C12)COC(=O)N[C@@H](CCC(=O)N1CCN(CC1)C(=O)OCCCC)C(=O)OC(C)(C)C